C1(=CC=CC=C1)C1=CC(CC1C1=CC=CC=C1)=O 3,4-diphenyl-cyclopent-2-en-1-one